CC(C#N)(C)C1=NC=C(C=C1)NCC#CC=1N(C2=CC=CC(=C2C1)NC1CCN(CC1)CC(N1CCCC1)=O)CC(F)(F)F 2-methyl-2-[5-({3-[4-({1-[2-oxo-2-(pyrrolidin-1-yl)ethyl]piperidin-4-yl}amino)-1-(2,2,2-trifluoroethyl)-1H-indol-2-yl]prop-2-yn-1-yl}amino)pyridin-2-yl]propanenitrile